4-(1-(4-(Perfluoroethoxy)phenyl)-1H-1,2,4-triazol-3-yl)phenethyl (Z)-(3-(2-isopropylphenyl)-4-oxothiazolidin-2-ylidene)carbamate C(C)(C)C1=C(C=CC=C1)N1/C(/SCC1=O)=N/C(OCCC1=CC=C(C=C1)C1=NN(C=N1)C1=CC=C(C=C1)OC(C(F)(F)F)(F)F)=O